N6-[(4-chlorothien-3-yl)methyl]adenosine ClC=1C(=CSC1)CNC=1C=2N=CN([C@H]3[C@H](O)[C@H](O)[C@@H](CO)O3)C2N=CN1